C1=CC=C2C(=C1)C3=CC=CC=C3O2 dibenzo[b]furan